3-(cyclopropylmethoxy)-4-(difluoromethoxy)-N-[(1s,4s)-4-{[6-chloro-2-(trifluoromethyl)quinolin-4-yl]amino}cyclohexyl]benzamide C1(CC1)COC=1C=C(C(=O)NC2CCC(CC2)NC2=CC(=NC3=CC=C(C=C23)Cl)C(F)(F)F)C=CC1OC(F)F